vinyl-pentaerythritol triacrylate C(C=C)(=O)O.C(C=C)(=O)O.C(C=C)(=O)O.C(=C)C(O)C(CO)(CO)CO